((2-(3-(2-(1-(2-chloroacetyl)piperidin-4-yl)thiazol-4-yl)-4,5-dihydroisoxazol-5-yl)-3-fluorophenyl)imino)dimethyl-λ6-sulfanone ClCC(=O)N1CCC(CC1)C=1SC=C(N1)C1=NOC(C1)C1=C(C=CC=C1F)N=S(=O)(C)C